COC([C@@H](C1=CC=CC=C1)N1N=C2C=C(C=CC2=C1)OC)=O |r| (2RS)-2-(6-methoxyindazol-2-yl)-2-phenyl-acetic acid methyl ester